BrC=1C=C2C=NC(=NC2=CC1I)OCCC(C)(O)C 4-((6-bromo-7-iodoquinazolin-2-yl)oxy)-2-methylbutan-2-ol